(S)-6-(3-(3-chlorophenyl)-1,2,4-oxadiazol-5-yl)-2,2-dimethyl-3,4-dihydro-2H-pyrano[2,3-b]pyridin-3-ol ClC=1C=C(C=CC1)C1=NOC(=N1)C=1C=C2C(=NC1)OC([C@H](C2)O)(C)C